2,6-bis(benzyloxy)-3-(4-(2-((tert-butyldimethylsilyl)oxy)ethyl)-2,6-difluorophenyl)pyridine C(C1=CC=CC=C1)OC1=NC(=CC=C1C1=C(C=C(C=C1F)CCO[Si](C)(C)C(C)(C)C)F)OCC1=CC=CC=C1